m-chlorophenyl-phenylsulfone ClC=1C(=C(C=CC1)S(=O)(=O)C1=C(C(=CC=C1)Cl)C1=CC=CC=C1)C1=CC=CC=C1